2,2',2'',3,3',3'',5',6'-octahydrodispiro[indene-1,1'-s-indacene-7',1''-inden]-8'-amine C12(CCC3=CC=CC=C13)CCC=1C=C3CCC4(C3=C(C12)N)CCC1=CC=CC=C14